Cl.N1=C(C=CC=C1)SNCCS 2-pyridylthiocysteamine hydrochloride salt